1-(3-fluorophenyl)-2-((4-methyl-5-(4,4,5,5-tetramethyl-1,3,2-dioxaborolan-2-yl)pyridin-2-yl)amino)-2-oxoethyl acetate C(C)(=O)OC(C(=O)NC1=NC=C(C(=C1)C)B1OC(C(O1)(C)C)(C)C)C1=CC(=CC=C1)F